3,3'-[1,5,9-triazacyclododecane-1,5-diylbis(methylene)]bis[N-(1,2-dihydroxyethyl)-2-hydroxy-5-methylbenzamide] N1(CCCN(CCCNCCC1)CC=1C(=C(C(=O)NC(CO)O)C=C(C1)C)O)CC=1C(=C(C(=O)NC(CO)O)C=C(C1)C)O